CC(CCC=1CC(C=CC1)C1=CC(=CC=C1)N1C=[N+](C=C1)CCC(C)(C)C)(C)C 3-(3,3-dimethylbutyl)-1-(3-(3-(3,3-dimethylbutyl)-1H-imidazol-3-ium-1-yl)phenyl)-1H-benzene